ClC=1C(=C(C=CC1F)[C@@H]1[C@H](O[C@@](C1)(C(F)(F)F)C)C(=O)NC1=CC(=NC=C1)C(=O)NC)OC (2S,3R,4R,5S)-4-[[3-(3-chloro-4-fluoro-2-methoxy-phenyl)-5-methyl-5-(trifluoromethyl)tetrahydrofuran-2-carbonyl]amino]-N-methyl-pyridine-2-carboxamide